copper-iron-tin sulfide [Sn]=S.[Fe].[Cu]